methyl-9-hydroxy-10,12-octadecadienoic acid CC(C(=O)O)CCCCCCC(C=CC=CCCCCC)O